FC(C1=C(OC2=CC(=CC(=C2)OC2=C(C(=C(C(=C2)F)F)F)F)OC2=C(C=C(C=C2)N)C(F)(F)F)C=CC(=C1)N)(F)F 1,3-bis(2-trifluoromethyl-4-aminophenoxy)-5-(2,3,4,5-tetrafluorophenoxy)benzene